trisnonyl phosphorothioate P(OCCCCCCCCC)(OCCCCCCCCC)(OCCCCCCCCC)=S